C(C1=CC=CC=C1)OC([C@H](O)C1CC1)=O (R)-2-cyclopropyl-2-hydroxyacetic acid benzyl ester